FC(C=1C(NC(N([C@H]2C[C@H](O)[C@@H](CO)O2)C1)=O)=O)(F)F 5-Trifluoromethyl-2'-deoxyuridine